7-(benzyloxy)-8-hydroxyisochroman ethyl-7-cyclobutyl-2-methoxy-8-(2-phenyl-1,3-oxazol-4-yl)quinoline-3-carboxylate C(C)OC(=O)C=1C(=NC2=C(C(=CC=C2C1)C1CCC1)C=1N=C(OC1)C1=CC=CC=C1)OC.C(C1=CC=CC=C1)OC1=CC=C2CCOCC2=C1O